C(C)(C)(C)C=1C=NN(C1)CCN1CC[C@@]23[C@@](CC1)([C@@H](CC1=CC=C(C=C12)O)N(CC3)CC3CC3)O (5aS,6R,11bS)-3-(2-(4-(tert-butyl)-1H-pyrazol-1-yl)ethyl)-14-(cyclopropylmethyl)-2,3,4,5,6,7-hexahydro-6,11b-(epiminoethano)naphtho[1,2-d]azepine-5a,10(1H)-diol